(2R,4S)-6-chloro-4-hydroxy-N-(3-{4-[2-(trifluoromethoxy)ethoxy]-1H-pyrazol-1-yl}bicyclo[1.1.1]pentan-1-yl)-3,4-dihydro-2H-1-benzopyran-2-carboxamide ClC=1C=CC2=C([C@H](C[C@@H](O2)C(=O)NC23CC(C2)(C3)N3N=CC(=C3)OCCOC(F)(F)F)O)C1